COC1=CC=C(C=C1)CN1CCN(CC1)C1=C(C=C(C=C1)S(=O)(=O)NC=1C=CC(=NC1)OC)[N+](=O)[O-] 4-{4-[(4-methoxyphenyl)methyl]piperazin-1-yl}-N-(2-methoxypyridin-5-yl)-3-nitrobenzenesulfonamide